5-((4-(dimethylamino)phenyl)amino)-2-methylisoindolin-1-one CN(C1=CC=C(C=C1)NC=1C=C2CN(C(C2=CC1)=O)C)C